9-(1,3-diacetyloxy-2-propoxymethyl)-N2-acetyl-guanine C(C)(=O)OCC(COC(C)=O)OCN1C=2N=C(NC(C2N=C1)=O)NC(C)=O